N-[[5-prop-2-ynoxy-1-[4-(trifluoromethyl)phenyl]indazol-3-yl]methyl]methanesulfonamide C(C#C)OC=1C=C2C(=NN(C2=CC1)C1=CC=C(C=C1)C(F)(F)F)CNS(=O)(=O)C